C1=CC(=CC=C1/C=C/CO)O p-coumaryl alcohol